2-[(2R,5S)-2-[2-[(dimethylamino)methyl]-1,3-benzothiazol-5-yl]-5-methyl-1-piperidyl]-2-oxo-acetamide CN(C)CC=1SC2=C(N1)C=C(C=C2)[C@@H]2N(C[C@H](CC2)C)C(C(=O)N)=O